The molecule is a barbiturate, the structure of which is that of barbituric acid substituted at N-1 by a methyl group and at C-5 by allyl and 1-methylpent-2-ynyl groups. It has a role as an intravenous anaesthetic and a drug allergen. It is a member of barbiturates and an acetylenic compound. It is a conjugate acid of a methohexital(1-). CCC#CC(C)C1(C(=O)NC(=O)N(C1=O)C)CC=C